C1(=C(C=CC=C1)[B-](C1=C(C=CC=C1)C)(C1=C(C=CC=C1)C)C1=C(C=CC=C1)C)C.C(CCC)[NH+](CCCC)CCCC tributyl-ammonium tetra(tolyl)borate